4-((6-(8-methoxy-[1,2,4]triazolo[1,5-a]pyridin-6-yl)-4-methyl-1H-indazol-3-yl)oxy)-N,N-dimethylcyclohexan-1-amine COC=1C=2N(C=C(C1)C1=CC(=C3C(=NNC3=C1)OC1CCC(CC1)N(C)C)C)N=CN2